3-Aminopyridineformaldehyde NC=1C(=NC=CC1)C=O